tert-butyl 4-((4-(4-(2-butyl-1-oxo-1,2-dihydro-2,7-naphthyridin-4-yl)-2,6-difluorophenoxy)piperidin-1-yl)methyl)piperidine-1-carboxylate C(CCC)N1C(C2=CN=CC=C2C(=C1)C1=CC(=C(OC2CCN(CC2)CC2CCN(CC2)C(=O)OC(C)(C)C)C(=C1)F)F)=O